(2R,3R,4R,5S)-1-{[4-({[3-cyclopropyl-5-(pyridazin-3-yl)phenyl]amino}methyl)phenyl]methyl}-2-(hydroxymethyl)piperidine-3,4,5-triol C1(CC1)C=1C=C(C=C(C1)C=1N=NC=CC1)NCC1=CC=C(C=C1)CN1[C@@H]([C@H]([C@@H]([C@H](C1)O)O)O)CO